FC(CN1N=CC=2C1=NC(=CN2)N2CCC1(CCN(C1=O)C1=NC=CC(=N1)C(F)(F)F)CC2)F 8-(1-(2,2-difluoroethyl)-1H-pyrazolo[3,4-b]pyrazin-6-yl)-2-(4-(trifluoromethyl)pyrimidin-2-yl)-2,8-diazaspiro[4.5]decan-1-one